myristamidopropyl-trimethylammonium C(CCCCCCCCCCCCC)(=O)NCCC[N+](C)(C)C